N-(2,4-dimethoxybenzyl)-7-(1,4-dioxaspiro[4.5]dec-7-en-8-yl)-5H-pyrrolo[3,2-d]pyrimidin-4-amine COC1=C(CNC=2C3=C(N=CN2)C(=CN3)C3=CCC2(OCCO2)CC3)C=CC(=C1)OC